1-(2-acetamido-3-(1H-imidazol-4-yl)-N-methylpropanamido)-4-(methylamino)butane-2,3-diyl diheptadecanoate C(CCCCCCCCCCCCCCCC)(=O)OC(CN(C(C(CC=1N=CNC1)NC(C)=O)=O)C)C(CNC)OC(CCCCCCCCCCCCCCCC)=O